CC=1C=C(C=CC1C)S(=O)(=O)N=C=O 3,4-dimethylbenzenesulfonyl isocyanate